S1C(=NC2=C1C=CC=C2)NC(=O)C2=CC=CC(=N2)C2=NC=CC=C2 N-(benzothiazol-2-yl)-[2,2'-bipyridine]-6-carboxamide